(S)-5-bromo-3-(3-((tert-butyldiphenylsilyl)oxy)-2,2-dimethylpropyl)-2-(2-(1-methoxyethyl)pyridin-3-yl)-1H-indole BrC=1C=C2C(=C(NC2=CC1)C=1C(=NC=CC1)[C@H](C)OC)CC(CO[Si](C1=CC=CC=C1)(C1=CC=CC=C1)C(C)(C)C)(C)C